bis-(2-fluorophenyl) diselenide FC1=C(C=CC=C1)[Se][Se]C1=C(C=CC=C1)F